FC1=CC=C(COC=2C=C(C=CC2NS(=O)(=O)CC(F)(F)F)C2=NNC(=C2C(=O)N)NC2=NC=C(N=C2)OC)C=C1 3-(3-((4-fluorobenzyl)oxy)-4-((2,2,2-trifluoroethyl)sulfonamido)phenyl)-5-((5-methoxypyrazin-2-yl)amino)-1H-pyrazole-4-carboxamide